alpha-hydroxymethylstyrene OCC(=C)C1=CC=CC=C1